5-ethyl-N-[3-[2-(4-fluoroanilino)-1-methyl-2-oxo-ethyl]-1-bicyclo[1.1.1]pentanyl]-2-methyl-pyrazole-3-carboxamide C(C)C=1C=C(N(N1)C)C(=O)NC12CC(C1)(C2)C(C(=O)NC2=CC=C(C=C2)F)C